amidinoproline C(N)(=N)N1[C@@H](CCC1)C(=O)O